(mesitylsulfonyl)-2-(naphthalen-2-yloxy)acetamide C1(=C(C(=CC(=C1)C)C)S(=O)(=O)C(C(=O)N)OC1=CC2=CC=CC=C2C=C1)C